4-(1,3-dihydroisobenzofuran-4-yl)-6-(6-(trifluoromethyl)pyridin-2-yl)-N-(2-(trifluoromethyl)pyridin-4-yl)-1,3,5-triazin-2-amine C1OCC2=C(C=CC=C12)C1=NC(=NC(=N1)C1=NC(=CC=C1)C(F)(F)F)NC1=CC(=NC=C1)C(F)(F)F